magnesium maleinate C(\C=C/C(=O)[O-])(=O)[O-].[Mg+2]